Butyl 11-((4-(heptadecan-9-yloxy)-4-oxobutyl)(2-hydroxyethyl)amino)undecanoate CCCCCCCCC(CCCCCCCC)OC(CCCN(CCCCCCCCCCC(=O)OCCCC)CCO)=O